C(C)(=O)OC(C(NC(CNC(OC(C)C1=CC=CC=C1)=O)=O)C[C@H]1C(NCC1)=O)C(NCC)=O 4,7,11-trioxo-9-(((S)-2-oxopyrrolidin-3-yl) methyl)-2-phenyl-3-oxa-5,8,12-triazatetradecan-10-yl acetate